4-(5-amino-2-chloropyridin-4-yl)-6-(6-(trifluoromethyl)pyridin-2-yl)-N-(2-(trifluoromethyl)pyridin-4-yl)-1,3,5-triazin-2-amine NC=1C(=CC(=NC1)Cl)C1=NC(=NC(=N1)C1=NC(=CC=C1)C(F)(F)F)NC1=CC(=NC=C1)C(F)(F)F